(3S)-3-({2-cyclopentyl-1-[2-(trifluoromethyl)phenyl]-1H-imidazol-4-yl}formamido)-5-(3,3-difluoropiperidin-1-yl)pentanoic acid C1(CCCC1)C=1N(C=C(N1)C(=O)N[C@H](CC(=O)O)CCN1CC(CCC1)(F)F)C1=C(C=CC=C1)C(F)(F)F